C(C)(C)(C)C1CCC(CC1)C1N(CC(CC1)C)C(C(=O)NC=1C=C(C(=NC1)NC(OC(C)(C)C)=O)C)=O tert-butyl N-[5-[[2-[2-(4-tert-butylcyclohexyl)-5-methyl-1-piperidyl]-2-oxo-acetyl]amino]-3-methyl-2-pyridyl]carbamate